C(C)OC(=O)N1CC2=CC=CC=C2CC1 3,4-dihydro-1H-isoquinoline-2-carboxylic acid ethyl ester